methyl-ethyl-ethanethione CCC(=S)CC